C1(=CC=C(C=C1)COC(C1=C(C=CC(=C1)C)C)=O)C 2,5-dimethyl-benzoic acid p-tolylmethyl ester